O[C@H]1CN(CC1)CC1=C(C=CC=C1)C1=CC=C(C=C1)C=1C=C(C2=C(NC(=N2)C)C1)C(=O)O (R)-6-(2'-((3-hydroxypyrrolidin-1-yl)methyl)-[1,1'-biphenyl]-4-yl)-2-methyl-1H-benzo[d]imidazole-4-carboxylic acid